(R)-6'-fluoro-N-hydroxy-1',5',10',10a'-tetrahydro-3'H-spiro[cyclohexane-1,2'-pyrrolo[1,2-b]isoquinoline]-8'-carboxamide FC1=CC(=CC=2C[C@H]3N(CC12)CC1(C3)CCCCC1)C(=O)NO